OC(=O)C(F)(F)F.FC(OC=1C=C(C=CC1)C1CNCC1)(F)F 3-(3-(trifluoromethoxy)phenyl)pyrrolidine TFA salt